2-deoxy-2-fluorofucose diacetate C(C)(=O)O.C(C)(=O)O.F[C@H](C=O)[C@H](O)[C@H](O)[C@@H](O)C